dimethyl 2-benzyl-3-oxo-7-phenyl-2-azabicyclo[4.1.0]heptene-4,7-dicarboxylate C(C1=CC=CC=C1)N1C=2C(C2CC(C1=O)C(=O)OC)(C(=O)OC)C1=CC=CC=C1